rac-(1S,2R,4S,5R)-5-amino-N-((cis)-3-(trifluoromethoxy)cyclobutyl)-7-oxabicyclo[2.2.1]heptane-2-carboxamide N[C@H]1[C@@H]2C[C@H]([C@H](C1)O2)C(=O)N[C@@H]2C[C@@H](C2)OC(F)(F)F |&1:1,2,4,5|